BrC=1C=C(C2=C(N(C(CO2)=O)C(C)C)C1)F 6-bromo-8-fluoro-4-isopropyl-2H-1,4-benzoxazine-3-one